FC1=C(C=CC(=C1)OC(F)(F)F)C1=CC=C(C=C1)CCCNC=1C2=C(N=C(N1)C1=COC=C1)SC(=C2)C N-(3-[2'-fluoro-4'-(trifluoro-methoxy)-[1,1'-biphenyl]-4-yl]propyl)-2-(furan-3-yl)-6-methylthieno[2,3-d]pyrimidin-4-amine